4-(2-methoxyphenyl)-6-methyl-N-(5-((5-methylpyridin-2-yl)methoxy)-1,3,4-thiadiazol-2-yl)nicotinamide COC1=C(C=CC=C1)C1=CC(=NC=C1C(=O)NC=1SC(=NN1)OCC1=NC=C(C=C1)C)C